FC1=CC(=C(OC2=NC=C(C=C2C(=O)NC=2CC(C=CC2)=NS(=O)(=O)C)C(F)(F)F)C=C1)C 2-(4-fluoro-2-methyl-phenoxy)-N-[3-(methylsulfonylimino)phenyl]-5-(trifluoromethyl)pyridine-3-carboxamide